CC(=CCOC1=C(C=C(C=C1)[C@@H]2CC(=O)C3=C(C=C(C=C3O2)O)O)O)C The molecule is a trihydroxyflavanone that is (2S)-flavanone substituted by hydroxy groups at positions 5, 7 and 3' and a prenyloxy group at position 4'. Isolated from Monotes engleri, it exhibits antifungal activity. It has a role as a metabolite and an antifungal agent. It is a member of 3'-hydroxyflavanones and a trihydroxyflavanone. It derives from a (2S)-flavanone.